C12CCC(CC1)N2CC(=O)NC=2C=C(C(=NC2)C)NC(=O)C=2C=C1C(=NC2)NC(=C1)C=1C=NN(C1)C N-(5-(2-((1s,4s)-7-azabicyclo[2.2.1]heptan-7-yl)acetamido)-2-methylpyridin-3-yl)-2-(1-methyl-1H-pyrazol-4-yl)-1H-pyrrolo[2,3-b]pyridine-5-carboxamide